N1(CCNCC1)C1=NC(=NC=C1)N1CCN(CC1)CC1OCCNC1 6-[[4-(4-piperazin-1-ylpyrimidin-2-yl)piperazin-1-yl]methyl]morpholin